(3S)-3-(9H-fluoren-9-yl-methoxycarbonylamino)-4,4,4-trifluoro-butanoic acid C1=CC=CC=2C3=CC=CC=C3C(C12)N([C@@H](CC(=O)O)C(F)(F)F)C(=O)OC